BrC1=CC=C(C=C1)[C@H]1[C@@H](C1)C(=O)OCC Ethyl (trans)-2-(4-bromophenyl)cyclopropanecarboxylate